1-(4-methyl-3,4-dihydro-2H-1,4-benzoxazin-6-yl)ethanone CN1CCOC2=C1C=C(C=C2)C(C)=O